IC1=NNC2=CC(=CC=C12)[C@@H]1C[C@@]12C(N(C1=CC=C(C=C21)OC)C)=O (1R,2S)-2-(3-iodo-1H-indazol-6-yl)-5'-methoxy-1'-methyl-spiro[cyclopropane-1,3'-indol]-2'-one